tert-butyl 2-bromo-2-(5-fluoro-2-(trans-3-methoxytetrahydro-2H-pyran-4-yl)phenyl)acetate BrC(C(=O)OC(C)(C)C)C1=C(C=CC(=C1)F)[C@H]1[C@@H](COCC1)OC